C[C@H](CC)O (2R)-butan-2-ol